octa-1,5-diene C=CCCC=CCC